tert-butyl phenethylglycinate C(CC1=CC=CC=C1)NCC(=O)OC(C)(C)C